NC1=NC(=NC(=N1)N)C1=CC=C(C#N)C=C1 4-(4,6-diamino-1,3,5-triazine-2-yl)benzonitrile